C1(=CC=CC=C1)C=1N=C(SC1)NC(=NC(=O)NC1=C(C=CC=C1)OC)N N-4-phenylthiazol-2-yl-N''-(2-methoxyaniline-carbonyl)-guanidine